(R)-N-(4-(4-(4-ethylpiperazin-1-yl)piperidin-1-yl)-2-methoxyphenyl)-6-(3-phenylisoxazolidine-2-yl)pyrimidin-4-amine C(C)N1CCN(CC1)C1CCN(CC1)C1=CC(=C(C=C1)NC1=NC=NC(=C1)N1OCC[C@@H]1C1=CC=CC=C1)OC